NC1=CC(C(NC1=NC=1C(=NN2C1C=CC(=C2C)C)N(C)C)=NC=2C(=NN1C2C=CC(=C1C)C)N(C)C)=N N3,N3'-(5-amino-3-iminopyridine-2,6(1H,3H)-diylidene)bis(N2,N2,6,7-tetramethylpyrazolo[1,5-a]pyridine-2,3-diamine)